2-(3-cyanophenyl)-3-(2,6-dimethyl-4-pyridinyl)pyrazolo[1,5-a]pyrimidine C(#N)C=1C=C(C=CC1)C1=NN2C(N=CC=C2)=C1C1=CC(=NC(=C1)C)C